CN1N=C(C(=C1)C)C(NC=O)C1(CC=CC1)C N-((1,4-dimethyl-1H-pyrazol-3-yl)(1-methylcyclopent-3-en-1-yl)methyl)carboxamide